(hex-5-en-1-yloxy)trimethylsilan C(CCCC=C)O[Si](C)(C)C